C1C[C@H](NC1)C(C2=CC=CC=C2)(C3=CC=CC=C3)O (S)-diphenylprolinol